N-[(6-Amino-2-pyridyl)sulfonyl]-6-(4,7,7-trimethyl-3-bicyclo[2.2.1]hept-2-enyl)-2-(2,4,6-trimethylphenoxy)pyridin-3-carboxamid NC1=CC=CC(=N1)S(=O)(=O)NC(=O)C=1C(=NC(=CC1)C1=CC2CCC1(C2(C)C)C)OC2=C(C=C(C=C2C)C)C